3-[1-(4,4-diethyl-2-imino-6-oxo-hexahydropyrimidin-1-yl)-3-hydroxy-3-methyl-butyl]-N-[(4S)-2,2-dimethylchroman-4-yl]benzamide C(C)C1(NC(N(C(C1)=O)C(CC(C)(C)O)C=1C=C(C(=O)N[C@H]2CC(OC3=CC=CC=C23)(C)C)C=CC1)=N)CC